(R)-N-(3-(1-((2-amino-5-(1-methyl-1H-pyrazol-4-yl)pyridin-3-yl)oxy)ethyl)phenyl)-3,4-dimethyl-5-(methylsulfonyl)benzamide NC1=NC=C(C=C1O[C@H](C)C=1C=C(C=CC1)NC(C1=CC(=C(C(=C1)S(=O)(=O)C)C)C)=O)C=1C=NN(C1)C